4-phenyl-butanal C1(=CC=CC=C1)CCCC=O